N-(4-Methoxyphenyl)-6-pyrrolidin-1-yl-N1-m-tolyl-[1,3,5]triazine-2,4-diamine hydrochloride Cl.COC1=CC=C(C=C1)NC1N(C(=NC(=N1)N)N1CCCC1)C=1C=C(C=CC1)C